6-Methoxy-2-[2-(pyridin-3-yl)-1,3-benzoxazol-5-yl]1,2-dihydroisoquinolin-1-one COC=1C=C2C=CN(C(C2=CC1)=O)C=1C=CC2=C(N=C(O2)C=2C=NC=CC2)C1